4-fluoro-1-(1-((5-fluoropyrimidin-2-yl)methyl)-1H-benzo[d]imidazol-2-yl)piperidin-3-amine FC1C(CN(CC1)C1=NC2=C(N1CC1=NC=C(C=N1)F)C=CC=C2)N